2-(7-bromo-3-ethylsulfonyl-quinolin-2-yl)-6-trifluoromethyl-1H-pyrrolo[3,2-b]pyridin BrC1=CC=C2C=C(C(=NC2=C1)C1=CC2=NC=C(C=C2N1)C(F)(F)F)S(=O)(=O)CC